ClC1=CC(=C(COC2=CC=CC(=N2)C2=CC(=C(CC3=NC4=C(N3CCOC)C=CC=C4)C=C2)C)C=C1)F 2-(4-(6-(4-Chloro-2-fluorobenzyloxy)pyridin-2-yl)-2-methylbenzyl)-1-(2-methoxyethyl)-1H-benzo[d]imidazol